C(C)(C)(C)C1=C(C(C=C1)(C(C)(C)C)[Sr]C1(C(=C(C=C1)C(C)(C)C)C(C)(C)C)C(C)(C)C)C(C)(C)C Bis(tri-tert-butyl-cyclopentadienyl)Strontium(II)